ClC1=NC=CC(=N1)C=1C(=NNC1)N 2-Chloropyrimidin-4-ylpyrazolamine